4-methyl-2,6-naphthyridine CC1=CN=CC2=CC=NC=C12